ClC=1C(=CC2=CN(N=C2C1)CC1(CC1)O)[N+](=O)[O-] 1-((6-chloro-5-nitro-2H-indazol-2-yl)methyl)cyclopropan-1-ol